pyrophosphate Sodium [Na+].[O-]P([O-])(=O)OP(=O)([O-])[O-].[Na+].[Na+].[Na+]